C[C@@H]1SP(O[C@H]1C)(OC1=CC=C(C=C1)[N+](=O)[O-])=S (4S,5S)-4,5-dimethyl-2-(4-nitrophenoxy)-1,3,2-oxathiaphospholane 2-sulfide